CC=1C=C(C=CC1)[C@H](O)C1=NC=CC=C1 (S)-(3-methylphenyl)(pyridin-2-yl)methanol